4-(4-(difluoromethoxy)phenoxy)-N-(pyridin-3-yl)-6-(trifluoromethyl)nicotinamide FC(OC1=CC=C(OC2=CC(=NC=C2C(=O)NC=2C=NC=CC2)C(F)(F)F)C=C1)F